C(C(C)C)OC=1C=CC(=NC1)NC(CC)=O N-(5-isobutoxypyridin-2-yl)propanamide